2-amino-N-((4R)-3,4-dihydro-2H-pyrano[2,3-b]pyridin-4-yl)-3-methyl-N-((5-(trifluoromethyl)-2-pyridinyl)methyl)-6-quinolinecarboxamide NC1=NC2=CC=C(C=C2C=C1C)C(=O)N(CC1=NC=C(C=C1)C(F)(F)F)[C@@H]1CCOC2=NC=CC=C21